(S)-6-amino-7-(3-hydroxy-2,6-dimethylphenyl)-2-(pyrrolidine-2-carboxamido)-7H-pyrrolo[2,3-d]pyrimidine-5-carboxamide NC1=C(C2=C(N=C(N=C2)NC(=O)[C@H]2NCCC2)N1C1=C(C(=CC=C1C)O)C)C(=O)N